1-(2-oxopropyl)-1H-pyrrole-2-carbaldehyde O=C(CN1C(=CC=C1)C=O)C